(NE,R)-N-[1-[3-(difluoromethyl)-5-nitro-phenyl]ethylidene]-2-methyl-propane-2-sulfinamide FC(C=1C=C(C=C(C1)[N+](=O)[O-])\C(\C)=N\[S@](=O)C(C)(C)C)F